3-(1-hydroxy-1,2-dihydronaphthalen-2-yl)-5-fluoro-2-oxo-3-phenylindoline-1-carboxylic acid tert-butyl ester C(C)(C)(C)OC(=O)N1C(C(C2=CC(=CC=C12)F)(C1=CC=CC=C1)C1C(C2=CC=CC=C2C=C1)O)=O